alpha-D-mannopyranosyl-(1->4) 6-O-tert-butyldimethylsilyl-3-O-benzyl-2-azido-2-deoxy-alpha-D-glucopyranoside [Si](C)(C)(C(C)(C)C)OC[C@@H]1[C@H]([C@@H]([C@H]([C@@H](O[C@@H]2[C@@H](O)[C@@H](O)[C@H](O)[C@H](O2)CO)O1)N=[N+]=[N-])OCC1=CC=CC=C1)O